N1,N1,N2-Trihexyl-N2-(2-(piperazin-1-yl)ethyl)ethane-1,2-diamine C(CCCCC)N(CCN(CCN1CCNCC1)CCCCCC)CCCCCC